tartaric acid monoamide C(C(O)C(O)C(=O)O)(=O)N